FC(C1=CC=CC(=N1)C1=C(N=C2N1C=C(C(=C2)OC(C)C)C(=O)N)C2CCN(CC2)C(CC2CC1(CN(C1)C1=CC=C(C=C1)C1C(NC(CC1)=O)=O)C2)=O)F [6-(difluoromethyl)-2-pyridinyl]-2-[1-[2-[2-[4-(2,6-dioxo-3-piperidinyl)phenyl]-2-azaspiro[3.3]hept-6-yl]acetyl]-4-piperidinyl]-7-isopropoxy-imidazo[1,2-a]pyridine-6-carboxamide